OC(CCOC1=C2CCN(C2=CC=C1)C(CNC1=C(C=CC(=C1)C1=NC(=NO1)C)C)=O)(C)C 1-(4-(3-hydroxy-3-methylbutoxy)indolin-1-yl)-2-((2-methyl-5-(3-methyl-1,2,4-oxadiazol-5-yl)phenyl)amino)ethan-1-one